amino(methylamine) NNC